(1R,4R)-4-(3-(((R)-2-(5-fluoropyridin-3-yl)-2-hydroxyethyl)amino)-3-methylbutyl)cyclohexane-1-carboxylic acid methyl ester COC(=O)C1CCC(CC1)CCC(C)(C)NC[C@H](O)C=1C=NC=C(C1)F